(2R,6R)-4-[(1R)-3-methoxy-1-(pyrimidin-2-yl)propyl]-6-methyl-1-(2-methylpropanoyl)-N-{[4-(pyrimidin-2-yl)phenyl]methyl}piperazine-2-carboxamide COCC[C@H](C1=NC=CC=N1)N1C[C@@H](N([C@@H](C1)C)C(C(C)C)=O)C(=O)NCC1=CC=C(C=C1)C1=NC=CC=N1